ClC1=C(C(=O)NC2CS(C2)=O)C=C(C=C1)NC1=NOC(C1)(C(F)(F)F)C1=CC(=C(C(=C1)Cl)F)Cl 2-chloro-5-[[5-(3,5-dichloro-4-fluoro-phenyl)-5-(trifluoromethyl)-4H-isoxazol-3-yl]amino]-N-(1-oxothietan-3-yl)benzamide